(R)-4-((1-(3-(Difluoromethyl)-2-fluorophenyl)ethyl)amino)-6-(1-methylcyclopropyl)-7-oxo-6,7-Dihydropyrido[3,4-d]pyridazine-1-carboxylic acid methyl ester COC(=O)C=1C=2C(C(=NN1)N[C@H](C)C1=C(C(=CC=C1)C(F)F)F)=CN(C(C2)=O)C2(CC2)C